13-bromo-5-(difluoromethoxy)-21-fluoro-14,19-dimethoxy-16,16-dioxo-9-oxa-16λ6-thia-4,17-diazatetracyclo[16.3.1.111,15.02,7]tricosa-1(22),2(7),3,5,11,13,15(23),18,20-nonaen-10-one BrC=1C=C2C(OCC=3C=C(N=CC3C=3C(=CC(=C(NS(C(C1OC)=C2)(=O)=O)C3)OC)F)OC(F)F)=O